(2R,5R)-4-acetyl-5-(3-chloro-5-(5-fluoropyrimidin-2-yl)phenyl)-1-((Z)-3-chloroacryloyl)-N,N-dimethylpiperazine-2-carboxamide C(C)(=O)N1C[C@@H](N(C[C@H]1C1=CC(=CC(=C1)C1=NC=C(C=N1)F)Cl)C(\C=C/Cl)=O)C(=O)N(C)C